(S)-tert-butyl 4-(2-amino-1-fluoroethyl)piperidine-1-carboxylate NC[C@@H](F)C1CCN(CC1)C(=O)OC(C)(C)C